(4-(6-chloro-3-(dimethylamino)-2,2'-difluoro-6'-methoxy-[1,1'-biphenyl]-4-carbonyl)piperazin-1-yl)prop-2-en-1-one ClC1=CC(=C(C(=C1C1=C(C=CC=C1OC)F)F)N(C)C)C(=O)N1CCN(CC1)C(C=C)=O